Cl.N1C[C@H](CC1)NC(=O)C1=NC=NC(=C1)C1=CC(=C(C=C1)Cl)Cl 6-(3,4-dichloro-phenyl)-pyrimidine-4-carboxylic acid (S)-pyrrolidin-3-yl-amide hydrochloride